C([C@@H](C(=O)O)N)[Se](=O)O The molecule is an alpha-amino acid consisting of L-alanine having a selenino group attached at the 3-position. It is a member of selenocysteines and a non-proteinogenic L-alpha-amino acid.